CNCCC1=CC(=C(C=C1)OC)OC N-methyl-2-(3,4-dimethoxyphenyl)ethylamine